(1R,2S,3R)-2-Ethyl-N-(7-fluoro-6-(8-methyl-2,3-dihydro-1H-pyrido[2,3-b][1,4]oxazin-7-yl)isochinolin-3-yl)-3-(1-methyl-1H-pyrazol-4-yl)cyclopropan-1-carboxamid C(C)[C@@H]1[C@H]([C@@H]1C=1C=NN(C1)C)C(=O)NC=1N=CC2=CC(=C(C=C2C1)C1=C(C2=C(OCCN2)N=C1)C)F